ICC1(N2CCC(C1=O)CC2)COC 2-(iodomethyl)-2-(methoxymethyl)-1-azabicyclo[2.2.2]Octan-3-one